FC(OC1=NC=CC(=C1)CNC(=O)N[C@H]1[C@H](CC1)F)F |r| 1-[[2-(difluoro-methoxy)pyridin-4-yl]methyl]-3-[rac-(1R,2S)-2-fluorocyclobutyl]urea